C(C#C)C(C(O)(CC#C)CC#C)(O)CO tris-(2-propynyl)glycerol